OCCCC[N+]1=CC=CC=C1 1-(4-hydroxybutyl)pyridinium